4-(2,3-dihydroxyphenyl)-3,6-dihydropyridine-1(2H)-carboxylic acid tert-butyl ester C(C)(C)(C)OC(=O)N1CCC(=CC1)C1=C(C(=CC=C1)O)O